OCC=1C=C2CN(C(C2=CC1)=O)N1C(NC(CC1)=O)=O (5-(hydroxymethyl)-1-oxoisoindolin-2-yl)dihydropyrimidine-2,4(1H,3H)-dione